cyclotricosene C1=CCCCCCCCCCCCCCCCCCCCCC1